C1(CC1)C=1NC(=NN1)C1CC2(CN(C2)C(=O)N2CC(C2)C2=CC=C(C=C2)C=2SC(=C(N2)C(C)O)C)C1 [6-(5-cyclopropyl-4H-1,2,4-triazol-3-yl)-2-azaspiro[3.3]heptan-2-yl]-[3-[4-[4-(1-hydroxyethyl)-5-methyl-thiazol-2-yl]phenyl]azetidin-1-yl]methanone